(2-ethoxy-3-pyridyl)-3-isopropyl-N-[(6-methoxy-2-pyridyl)methyl]-1-methyl-pyrazolo[3,4-b]pyridin-4-amine C(C)OC1=NC=CC=C1C1=C(C2=C(N=C1)N(N=C2C(C)C)C)NCC2=NC(=CC=C2)OC